C(N)(OC1=C(C(=CC=C1)Cl)C)=O chloro-2-methylphenyl carbamate